tert-butyl 3-(5-(1-((tert-butyldimethylsilyl)oxy)-2,2,2-trifluoroethyl)-6-methoxypyridin-3-yl)-4,4-difluoropiperidine-1-carboxylate [Si](C)(C)(C(C)(C)C)OC(C(F)(F)F)C=1C=C(C=NC1OC)C1CN(CCC1(F)F)C(=O)OC(C)(C)C